4,5-di-(1-heptenyl)cyclohexene C(=CCCCCC)C1CC=CCC1C=CCCCCC